C(C)OC(=O)C=1N=C2N(C=CC=C2)C1 Imidazo[1,2-a]pyridine-2-carboxylic acid ethyl ester